(1R,3S,4S)-N-(3-chloro-2,4-difluorophenyl)-N-(3-(dimethylamino)propyl)-2-(6-methyl-4-(trifluoromethyl)pyridin-2-yl)-2-azabicyclo[2.2.1]heptane-3-carboxamide ClC=1C(=C(C=CC1F)N(C(=O)[C@H]1N([C@@H]2CC[C@H]1C2)C2=NC(=CC(=C2)C(F)(F)F)C)CCCN(C)C)F